C(C)(=O)N1CC=2N(CC1)C(=NC2C=2C=CC=C1C=C(N=CC21)C=2C=CC(=NC2)C(=O)NCC2=CC(=CC=C2)C2=C1CN(C(C1=CC=C2)=O)C2C(NC(CC2)=O)=O)CC 5-(8-(7-Acetyl-3-ethyl-5,6,7,8-tetrahydroimidazo[1,5-a]pyrazin-1-yl)isoquinolin-3-yl)-N-(3-(2-(2,6-dioxopiperidin-3-yl)-1-oxoisoindolin-4-yl)benzyl)picolinamide